2-chloro-N-(5-(8-ethyl-2-(((1r,4r)-4-(methyl-amino)cyclohexyl)amino)quinazolin-6-yl)-6-methoxypyridin-2-yl)benzenesulfonamide ClC1=C(C=CC=C1)S(=O)(=O)NC1=NC(=C(C=C1)C=1C=C2C=NC(=NC2=C(C1)CC)NC1CCC(CC1)NC)OC